melissic acid, tricosan-1-yl ester C(CCCCCCCCCCCCCCCCCCCCCCCCCCCCC)(=O)OCCCCCCCCCCCCCCCCCCCCCCC